FC1([C@H](CN(CC1)[C@H](C(=O)NC=1N=C2N(N1)[C@@H](CC2)C2=CC(=CC(=C2)F)F)C)C2=CNC(C=C2)=O)F (S)-2-((S)-4,4-difluoro-3-(6-oxo-1,6-dihydropyridin-3-yl)piperidin-1-yl)-N-((S)-5-(3,5-difluorophenyl)-6,7-dihydro-5H-pyrrolo[1,2-b][1,2,4]triazol-2-yl)propanamide